2-(6-amino-5-(4-(2-bromopyrimidin-4-yl)-1,4-diazepan-1-yl)pyridazin-3-yl)phenol NC1=C(C=C(N=N1)C1=C(C=CC=C1)O)N1CCN(CCC1)C1=NC(=NC=C1)Br